ClC=1C=NN(C1CC1N(C(C2=CC=CC=C12)=O)CC1=CC=C(C=C1)C)C 3-((4-chloro-1-methyl-1H-pyrazol-5-yl)methyl)-2-(4-methylbenzyl)isoindolin-1-one